(2S)-2-[[2-(4-methylsulfonylanilino)-5-[3-(trifluoromethyl)-1,2,4-oxadiazol-5-yl]pyrimidin-4-yl]amino]-2-phenyl-ethanol CS(=O)(=O)C1=CC=C(NC2=NC=C(C(=N2)N[C@H](CO)C2=CC=CC=C2)C2=NC(=NO2)C(F)(F)F)C=C1